2-((2-(2-(Benzyloxy)-4-(difluoromethyl)-6-hydroxybenzoyl)isoindolin-4-yl)amino)-N,N-dimethylacetamide C(C1=CC=CC=C1)OC1=C(C(=O)N2CC3=CC=CC(=C3C2)NCC(=O)N(C)C)C(=CC(=C1)C(F)F)O